FC(C(=O)O)(F)F.C(=O)N formamide 2,2,2-trifluoroacetate salt